tert-butyl 5-(4-fluorophenyl)-2-methylpiperazine-1-carboxylate tert-Butyl-5-(4-fluorophenyl)-2-methyl-4-(2,2,2-trifluoroacetyl)piperazine-1-carboxylate C(C)(C)(C)OC(=O)N1C(CN(C(C1)C1=CC=C(C=C1)F)C(C(F)(F)F)=O)C.FC1=CC=C(C=C1)C1NCC(N(C1)C(=O)OC(C)(C)C)C